The molecule is the (R)-stereoisomer of lactaldehyde. It has a role as an Escherichia coli metabolite, a mouse metabolite and a human metabolite. C[C@H](C=O)O